6-chloro-2-ethylsulfanyl-8-fluoro-5-(methoxymethyl)-3H-quinazolin-4-one ClC=1C(=C2C(NC(=NC2=C(C1)F)SCC)=O)COC